FC1=CC(=C2C(OC(C2=C1)=O)=O)NC(C)=O N-(6-fluoro-1,3-dioxo-1,3-dihydroisobenzofuran-4-yl)acetamide